3,4-dihydro-1H-isoquinoline-2-carboxylate C1N(CCC2=CC=CC=C12)C(=O)[O-]